NCC(CCCCCCCCCC)O 1-amino-2-dodecanol